1-[4-[2-(2,4-Difluorophenyl)-2-hydroxy-3-(1,2,4-triazol-1-yl)propoxy]phenyl]-3-naphthalen-2-ylprop-2-en-1-one FC1=C(C=CC(=C1)F)C(COC1=CC=C(C=C1)C(C=CC1=CC2=CC=CC=C2C=C1)=O)(CN1N=CN=C1)O